tert-butyl (R)-6-(3-(2,2-dimethyl-4-(morpholinomethyl)piperidin-1-yl)-4-iodo-5-methyl-1H-pyrazol-1-yl)-2-azaspiro[3.3]heptane-2-carboxylate CC1(N(CC[C@H](C1)CN1CCOCC1)C1=NN(C(=C1I)C)C1CC2(CN(C2)C(=O)OC(C)(C)C)C1)C